CC1(CC1)C(=O)NNC(\C=C/N1N=C(N=C1)C1=CC(=CC(=C1)C(F)(F)F)S(F)(F)(F)(F)F)=O (Z)-1-methyl-N'-(3-(3-(3-(pentafluorosulfanyl)-5-(trifluoromethyl)phenyl)-1H-1,2,4-triazol-1-yl)acryloyl)cyclopropane-1-carbohydrazide